C1(=C2C(=CN=N1)C=NC=C2)N PYRIDO-[3,4-d]PYRIDAZINEAMINE